N1-cyclopropyl-N4-(3-(methylsulfonamido)phenyl)terephthalamide C1(CC1)NC(C1=CC=C(C(=O)NC2=CC(=CC=C2)NS(=O)(=O)C)C=C1)=O